ClC1=CC=C(C(=N1)C)N[C@H](C)C=1C=C(C=C2C(C(=C(OC12)C=1C=C2C(=NC1)C=NN2C)C)=O)C 8-[(1R)-1-[(6-Chloro-2-methyl-3-pyridyl)amino]ethyl]-3,6-dimethyl-2-(1-methylpyrazolo[4,3-b]pyridin-6-yl)chromen-4-one